COC=1C=C2[C@]3(C(NC2=CC1)=O)[C@@H](C3)C3=CC=C1C(=NNC1=C3)NC3=C(C(=NC=C3)N3CCOCC3)OC (1R,2S)-5'-methoxy-2-(3-{[3-methoxy-2-(morpholin-4-yl)pyridin-4-yl]amino}-1H-indazol-6-yl)spiro[cyclopropane-1,3'-indol]-2'(1'H)-one